ClC1=CC=C(CN2C(N3C(C4=C2C=C(C=N4)N4CCOCC4)=NC(=C3C)C(C)C)=O)C=C1 6-(4-chlorobenzyl)-3-methyl-8-(morpholin-4-yl)-2-(propan-2-yl)imidazo[1,2-c]pyrido[2,3-e]pyrimidin-5(6H)-one